3-((5-methyl-3-nitropyridin-2-yl)methyl)aniline CC=1C=C(C(=NC1)CC=1C=C(N)C=CC1)[N+](=O)[O-]